N1=CC=C(C=C1)C=1C=CC=2N(C1)C(=CN2)C2=NC(=NC=C2)NC=2C=CC(=NC2)N2CCN(CC2)C(C)=O 1-(4-(5-((4-(6-(Pyridin-4-yl)imidazo[1,2-a]pyridin-3-yl)pyrimidin-2-yl)amino)pyridin-2-yl)piperazin-1-yl)ethan-1-one